NC=1C=CC=C2CC(CNC12)CNC(OC(C)(C)C)=O tert-butyl ((8-amino-1,2,3,4-tetrahydroquinoline-3-yl)methyl)carbamate